CS(=O)(=O)C1CN(CCOC1)C(=O)OCC1=CC=CC=C1 benzyl 6-(methylsulfonyl)-1,4-oxaazepane-4-carboxylate